5-((1-(3-(difluoromethyl)-2-fluorophenyl)ethyl)amino)-N,N-dimethyl-2-(pyrrolidin-1-yl)-7,8-dihydro-6H-cyclopenta[b][1,8]naphthyridine-3-carboxamide FC(C=1C(=C(C=CC1)C(C)NC1=C2C(=NC=3N=C(C(=CC13)C(=O)N(C)C)N1CCCC1)CCC2)F)F